FC=1C=CC=C2C(N(C=3N(C12)C(=NN3)SC3=C(N=CN3C)[N+](=O)[O-])CCC)=O 9-fluoro-1-((1-methyl-4-nitro-1H-imidazol-5-yl)thio)-4-propyl-[1,2,4]triazolo[4,3-a]quinazolin-5(4H)-one